C(C)/C(/C(=O)[O-])=C\C=1N=C(N(C1C)C[C@H]1OCC1)C=O.C[S+](CC[C@H](N)C(=O)O)C (S-methyl)methionine ethyl-(S,E)-3-(2-formyl-5-methyl-1-(oxetan-2-ylmethyl)-1H-imidazol-4-yl)acrylate